1-cyclopropyl-N-((7-cyclopropyl-5-(2-methoxypyridin-4-yl)-2,3-dihydro-1H-inden-4-yl)carbamoyl)-1H-pyrazole-3-sulfonamide sodium salt [Na].C1(CC1)N1N=C(C=C1)S(=O)(=O)NC(NC1=C2CCCC2=C(C=C1C1=CC(=NC=C1)OC)C1CC1)=O